[I].C1(=CC=CC=C1)[Sb]C1=CC=CC=C1 diphenyl-antimony iodine